C(C1=CC=CC=C1)N1C(=NC2=C1CN(C(C2)C(=O)O)C(=O)O)C(C2=C(C=C(C=C2)Br)F)=O.C(C)(C)C2=C(C=C(/C=C/C=1N=CSC1)C=C2)OC (E)-4-(4-isopropyl-3-methoxystyryl)thiazole 3-benzyl-2-(4-bromo-2-fluorobenzoyl)-3,4,6,7-tetrahydro-5H-imidazo[4,5-c]pyridine-5,6-dicarboxylate